N-((2R,3S)-1-(cyclopropylcarbonyl)-2-(((cis-4-(2-fluorophenyl)cyclohexyl)oxy)-methyl)piperidin-3-yl)methanesulfonamide C1(CC1)C(=O)N1[C@H]([C@H](CCC1)NS(=O)(=O)C)CO[C@@H]1CC[C@@H](CC1)C1=C(C=CC=C1)F